2,3,4,5-tetrafluoro-6-(trifluoromethyl)benzenesulfonamide FC1=C(C(=C(C(=C1F)F)F)C(F)(F)F)S(=O)(=O)N